(Z)-benzyl prop-1-en-1-ylcarbamate C(=C/C)/NC(OCC1=CC=CC=C1)=O